BrC1CCC2CC(N(C2C1)C(=O)OC(C)(C)C)CC(N=C(C1=CC=CC=C1)C1=CC=CC=C1)C#N tert-butyl 6-bromo-2-{2-cyano-2-[(diphenylmethylidene)amino]ethyl}-octahydroindole-1-carboxylate